N-[4-fluoro-1-[(4-methoxyphenyl)methyl]pyrazol-3-yl]-1,1-diphenyl-methanimine FC=1C(=NN(C1)CC1=CC=C(C=C1)OC)N=C(C1=CC=CC=C1)C1=CC=CC=C1